C1(CCCC1)NC1=NC(=NC=C1C(=O)O)SC 4-cyclopentylamino-2-methylsulfanyl-pyrimidine-5-carboxylic acid